OC(=O)C(F)(F)F.CN(C)CCC=1C(NC2=CC=CC=C2C1)=O dimethylaminoethyl-quinolone TFA salt